COC(=O)C1=CC=2OCCCC2S1 6,7-dihydro-5H-thieno[3,2-b]pyran-2-carboxylic acid methyl ester